monooctyl-tin trilaurate C(CCCCCCCCCCC)(=O)[O-].C(CCCCCCCCCCC)(=O)[O-].C(CCCCCCCCCCC)(=O)[O-].C(CCCCCCC)[Sn+3]